COCCOC(=O)C1=C(N(C=2C(=CNC(C2C1)=O)C)C1=C(C=C(C=C1)C#N)OC)C 2-methoxyethyl-(4-cyano-2-methoxyphenyl)-2,8-dimethyl-5-oxo-1,4,5,6-tetrahydro-1,6-naphthyridine-3-carboxylate